COC1=CC(=C(C=2OCCN(C21)C(=O)OC(C)(C)C)[N+](=O)[O-])C(=O)OC 4-(tert-butyl) 7-methyl 5-methoxy-8-nitro-2,3-dihydro-4H-benzo[b][1,4]oxazine-4,7-dicarboxylate